[Sn+4].[In+3] indium (Iii) tin